(2S,4R)-1-[(2S)-2-(2-aminoacetamido)-3,3-dimethylbutanoyl]-4-hydroxy-N-{[4-(4-methyl-1,3-thiazol-5-yl)phenyl]methyl}pyrrolidine-2-carboxamide NCC(=O)N[C@H](C(=O)N1[C@@H](C[C@H](C1)O)C(=O)NCC1=CC=C(C=C1)C1=C(N=CS1)C)C(C)(C)C